C=1N=CN2C1C1=CC=CC=C1[C@@H]2[C@@H]2[C@H](C1(C2)CCC1)O (1R,2R)-2-((S)-5H-Imidazo[5,1-a]isoindol-5-yl)spiro[3.3]heptan-1-ol